Br\C(=C(/Cl)\C1=CC=C(C#N)C=C1)\I (E)-4-(2-bromo-1-chloro-2-iodovinyl)benzonitrile